NC1=NC=NN2C1=C(N=C2C2CC2)C2=CC(=C(C=C2)NC(=O)NC2=CC(=NO2)C2(CC2)C(F)(F)F)F 1-(4-(4-amino-7-cyclopropylimidazo[5,1-f][1,2,4]triazin-5-yl)-2-fluorophenyl)-3-(3-(1-(trifluoromethyl)cyclopropyl)isoxazol-5-yl)urea